(3-methoxy-5-(1H-pyrazol-1-yl)phenoxy)quinazoline COC=1C=C(OC2=NC3=CC=CC=C3C=N2)C=C(C1)N1N=CC=C1